4-((4-(4-((2-chlorophenyl)carbamoyl)phenoxy)-5-fluoropyrimidin-2-yl)amino)benzoic acid ClC1=C(C=CC=C1)NC(=O)C1=CC=C(OC2=NC(=NC=C2F)NC2=CC=C(C(=O)O)C=C2)C=C1